β-cyanoethyltrichlorosilane C(#N)CC[Si](Cl)(Cl)Cl